2-(tert-butyl)-1'-(4-methoxy-8-methylquinoline-6-carbonyl)-5H-spiro[benzo[d]thiazole-6,4'-piperidin]-4(7H)-one C(C)(C)(C)C=1SC2=C(N1)C(CC1(CCN(CC1)C(=O)C=1C=C3C(=CC=NC3=C(C1)C)OC)C2)=O